6-((1R,5S,6r)-6-(((2,3-difluoropyridin-4-yl)oxy)methyl)-3-azabicyclo[3.1.0]-hexan-3-yl)-1-(oxetan-3-yl)-1H-pyrazolo[3,4-b]pyrazine FC1=NC=CC(=C1F)OCC1[C@H]2CN(C[C@@H]12)C1=CN=C2C(=N1)N(N=C2)C2COC2